C12(CC3CC(CC(C1)C3)C2)C(C(NC=2C=NC=CC2)=O)N(C(C#C[Si](C(C)C)(C(C)C)C(C)C)=O)C2=CC(=C(C=C2)OCC2CC2)Cl N-(1-((3r,5r,7r)-adamantan-1-yl)-2-oxo-2-(pyridin-3-ylamino)ethyl)-N-(3-chloro-4-(cyclopropylmethoxy)phenyl)-3-(triisopropylsilyl)propiolamide